N-(3-chloro-5-cyanophenyl)-4-(4-(4-chlorophenyl)-1H-1,2,3-triazol-1-yl)-5-hydroxy-N-((1S,2S)-2-hydroxycyclopentyl)-6-(hydroxymethyl)-3-methoxytetrahydro-2H-pyran-2-carboxamide ClC=1C=C(C=C(C1)C#N)N(C(=O)C1OC(C(C(C1OC)N1N=NC(=C1)C1=CC=C(C=C1)Cl)O)CO)[C@@H]1[C@H](CCC1)O